(S)-4-acetyl-5-((1-(aminooxy)prop-2-yl)amino)-2-((2-(trimethylsilyl)ethoxy)methyl)pyridazin-3(2H)-one C(C)(=O)C=1C(N(N=CC1N[C@H](CON)C)COCC[Si](C)(C)C)=O